1,3,5-benzenetrialdehyde C1(=CC(=CC(=C1)C=O)C=O)C=O